CC(C=O)(C)C 2,2-dimethyl-propan-1-one